(2S,4R)-4-hydroxy-1-((S)-3-methyl-2-(3-(piperidin-4-yloxy)isoxazol-5-yl)butanoyl)-N-((S)-1-(4-(4-methylthiazol-5-yl)phenyl)ethyl)pyrrolidine-2-carboxamide O[C@@H]1C[C@H](N(C1)C([C@@H](C(C)C)C1=CC(=NO1)OC1CCNCC1)=O)C(=O)N[C@@H](C)C1=CC=C(C=C1)C1=C(N=CS1)C